(11aR,13R,14aS)-13-(6-amino-2-fluoro-9H-purin-9-yl)-11a-ethynylocta-hydro-11H-furo[3,2-d][1,3,7]trioxacyclotridecine-2,9(4H)-dione NC1=C2N=CN(C2=NC(=N1)F)[C@H]1C[C@@H]2OC(OCCCCCC(OC[C@]2(O1)C#C)=O)=O